N1=C(N=CC=C1)C1=NN2C(N=CC=C2)=C1 2-(pyrimidin-2-yl)pyrazolo[1,5-a]pyrimidin